1-(4Z,7Z,10Z,13Z,16Z,19Z-docosahexaenoyl)-2-(9Z,12Z-heptadecadienoyl)-glycero-3-phospho-(1'-sn-glycerol) CCCC/C=C\C/C=C\CCCCCCCC(=O)O[C@H](COC(=O)CC/C=C\C/C=C\C/C=C\C/C=C\C/C=C\C/C=C\CC)COP(=O)(O)OC[C@H](CO)O